FC=1C=NN(C1)CC(C(=O)[O-])O 3-(4-fluoro-1H-pyrazol-1-yl)-2-hydroxypropionate